N-(1-methylcyclobutyl)-3-(5'-(methylsulfonamido)spiro[cyclohexane-1,3'-indoline]-1'-carbonyl)benzenesulfonamide CC1(CCC1)NS(=O)(=O)C1=CC(=CC=C1)C(=O)N1CC2(C3=CC(=CC=C13)NS(=O)(=O)C)CCCCC2